1-(3-chloro-1-phenylpropoxy)-4-(trifluoromethyl)benzene ClCCC(OC1=CC=C(C=C1)C(F)(F)F)C1=CC=CC=C1